C(CCC)(=O)OCC(OC(CCC)=O)COC(CCC)=O glycerol tributanoate